OC1=CC=C(C=C1)/C(=C(\CC)/C1=CC=CC=C1)/C1=CC=C(OC2CCC(CC2)CN2CCN(CC2)C=2C=C3CN(C(C3=CC2)=O)C2C(NC(CC2)=O)=O)C=C1 (Z)-3-(5-(4-((4-(4-(1-(4-hydroxyphenyl)-2-phenylbut-1-en-1-yl)phenoxy)cyclohexyl)methyl)piperazin-1-yl)-1-oxoisoindolin-2-yl)piperidine-2,6-dione